O1CCOC2=C1C=CC(=C2)C=2C(=C(C=C(C2)F)NC(=O)C2=NC=C(C=C2)CNCCO)C N-[3-(2,3-dihydro-1,4-benzodioxin-6-yl)-5-fluoro-2-methylphenyl]-5-{[(2-hydroxyethyl)amino]methyl}pyridine-2-carboxamide